N-ethyl-2-((5-(2-((3x-S,5R)-6-(ethyl-(methyl)amino)-5-hydroxy-2-methylhex-3-yl)-2,6-diazaspiro[3.4]oct-6-yl)-1,2,4-triazin-6-yl)oxy)-5-fluoro-N-isopropylbenzamide formate C(=O)O.C(C)N(C(C1=C(C=CC(=C1)F)OC1=C(N=CN=N1)N1CC2(CN(C2)C(C(C)C)C[C@H](CN(C)CC)O)CC1)=O)C(C)C